C1(=CC=CC=C1)[C@H]1SP(O[C@H](C1)C1=CC=CC=C1)([O-])=O.[Na+] sodium (4S,6R)-4,6-diphenyl-1,3,2-oxathiaphosphinan-2-olate 2-oxide